6-hydroxy-5-[(E)-(2-methoxy-5-methyl 4-sulfonatophenyl)diazenyl]-2-naphthalenesulfonate OC=1C(=C2C=CC(=CC2=CC1)S(=O)(=O)[O-])\N=N\C1=C(C=C(C(=C1)C)S(=O)(=O)[O-])OC